C(C)(C)(C)OC(=O)N1CCC12CC(C2)N[C@@H](COC2=NC(=NC(=C2)C2=C(C=CC=C2C)C)NS(=O)(=O)C=2C=C(C(=O)O)C=CC2)CC(C)(C)C 3-[[4-[(2R)-2-[(1-tert-Butoxycarbonyl-1-azaspiro[3.3]heptan-6-yl)amino]-4,4-dimethyl-pentoxy]-6-(2,6-dimethylphenyl)pyrimidin-2-yl]sulfamoyl]benzoic acid